8-(trimethylsilyl)octaldehyde C[Si](CCCCCCCC=O)(C)C